ClC1=C(C=CC=C1)C1OC(C=N1)=O 2-(2-chlorophenyl)-5-oxooxazol